methyl 2-(5-(((tert-butoxycarbonyl) amino) methyl)-6-(1H-imidazol-1-yl) pyridazine-3-carboxamido)-4,5-difluorobenzoate C(C)(C)(C)OC(=O)NCC=1C=C(N=NC1N1C=NC=C1)C(=O)NC1=C(C(=O)OC)C=C(C(=C1)F)F